(hydroxymethyl)pyridin OCC1=NC=CC=C1